FC(N1N=C2N=CC(=CC2=C1)B(O)O)(F)F [2-(trifluoromethyl)-2H-pyrazolo[3,4-b]pyridin-5-yl]boronic acid